N-(6-(4-(4-cyanophenyl)-5-hydroxy-1H-pyrazol-1-yl)pyridin-3-yl)piperazine-1-carboxamide C(#N)C1=CC=C(C=C1)C=1C=NN(C1O)C1=CC=C(C=N1)NC(=O)N1CCNCC1